N-(1-(2-furyl)vinyl)acetamide O1C(=CC=C1)C(=C)NC(C)=O